FCC=1C=C(C=C(C1)C)NC1=NC=C(C(=N1)NN1C(OC2=C1C=CC=C2)=O)C (2-(3-(fluoromethyl)-5-methylphenylamino)-5-methylpyrimidin-4-ylamino)benzo[d]oxazol-2(3H)-one